3-(3-hydroxybenzyl)-7-(4-methoxybenzyl)-2-((4-methoxybenzyl)thio)-3,7-dihydro-6H-purin-6-one OC=1C=C(CN2C(=NC(C=3N(C=NC23)CC2=CC=C(C=C2)OC)=O)SCC2=CC=C(C=C2)OC)C=CC1